triazapentatriacontan NNNCCCCCCCCCCCCCCCCCCCCCCCCCCCCCCCC